ClC1=CC2=C(N(C=N2)CCC[C@H]2NCCC[C@@H]2O)C(=C1)C=1C=NN(C1)C(F)F (2R,3S)-2-(3-(5-chloro-7-(1-(difluoromethyl)-1H-pyrazol-4-yl)-1H-benzo[d]imidazol-1-yl)propyl)piperidin-3-ol